tert-Butyl 5-((2-cyanophenyl)sulfonyl)-2,5-diazabicyclo[2.2.1]heptane-2-carboxylate C(#N)C1=C(C=CC=C1)S(=O)(=O)N1C2CN(C(C1)C2)C(=O)OC(C)(C)C